5-(piperazin-1-yl)-2-(trifluoromethyl)pyrimidine N1(CCNCC1)C=1C=NC(=NC1)C(F)(F)F